1-(2-chlorophenyl)-7-(1,1-difluoroethyl)-4-(methylamino)quinazolin-2(1H)-one ClC1=C(C=CC=C1)N1C(N=C(C2=CC=C(C=C12)C(C)(F)F)NC)=O